C(C)N1C(N(C2=C1C=C(C=C2)[N+](=O)[O-])C)=O 3-ethyl-1-methyl-5-nitro-1,3-dihydro-2H-benzo[d]imidazol-2-one